5,5,5-trifluoro-L-norvalinamide, hydrochloride salt Cl.FC(CC[C@H](N)C(=O)N)(F)F